(4-(tert-butyldiphenylsilyloxy)cyclopent-1-enyl)-6-chloro-2-(4-methoxybenzyl)-2H-pyrazolo[4,3-c]pyridine-7-carboxamide [Si](C1=CC=CC=C1)(C1=CC=CC=C1)(C(C)(C)C)OC1CC=C(C1)C=1N(N=C2C1C=NC(=C2C(=O)N)Cl)CC2=CC=C(C=C2)OC